Tropylium [CH+]1C=CC=CC=C1